C1N(CC2=CC=CC=C12)CC1=CC(=C(OCC2=CC=C(C(=O)N(C)C)C=C2)C=C1)OC 4-((4-(Isoindolin-2-ylmethyl)-2-methoxyphenoxy)methyl)-N,N-dimethylbenzamide